C1=NC2=C(N=C(N=C2N1[C@H]3[C@H]([C@@H]([C@H](O3)COP(=O)(O)O)O)O)F)N The molecule is a purine arabinonucleoside monophosphate having 2-fluoroadenine as the nucleobase. A prodrug, it is rapidly dephosphorylated to 2-fluoro-ara-A and then phosphorylated intracellularly by deoxycytidine kinase to the active triphosphate, 2-fluoro-ara-ATP. Once incorporated into DNA, 2-fluoro-ara-ATP functions as a DNA chain terminator. It is used for the treatment of adult patients with B-cell chronic lymphocytic leukemia (CLL) who have not responded to, or whose disease has progressed during, treatment with at least one standard alkylating-agent containing regimenas. It has a role as an antimetabolite, an antineoplastic agent, an immunosuppressive agent, an antiviral agent, a prodrug and a DNA synthesis inhibitor. It is an organofluorine compound, a nucleoside analogue and a purine arabinonucleoside monophosphate. It derives from a 2-fluoroadenine.